FC(OC1=CC=C(C=C1)C1=CC=C(C=C1)CSC=1N=NNC1C(=O)O)(F)F 4-(((4'-(trifluoromethoxy)-[1,1'-biphenyl]-4-yl)methyl)thio)-1H-1,2,3-triazole-5-carboxylic acid